(cis)-5-(4-(trifluoromethyl)phenyl)-6,6a,7,8,9,10-hexahydro-5H-pyrido[1,2-a]quinoxaline-8-carboxamide FC(C1=CC=C(C=C1)N1C[C@H]2N(C=3C=CC=CC13)CC[C@@H](C2)C(=O)N)(F)F